C(CCCCCCCC)C(C(=O)O)=C.C(C=C)(=O)OCCCCCCCCC nonyl acrylate (nonyl acrylate)